tert-butyl ((2-(2,6-dioxopiperidin-3-yl)-1-oxoisoindolin-5-yl)methyl)carbamate O=C1NC(CCC1N1C(C2=CC=C(C=C2C1)CNC(OC(C)(C)C)=O)=O)=O